C1(=CC(=CC=C1)C1=NC(=NC=C1Cl)NC1CC(CCC1)C(=O)N1CCC(CC1)CN1CCC(CC1)C1=CC=C(C=C1)NC1C(NC(CC1)=O)=O)C1=CC=CC=C1 3-((4-(1-((1-(3-((4-([1,1'-biphenyl]-3-yl)-5-chloropyrimidin-2-yl)amino)cyclohexane-1-carbonyl)piperidin-4-yl)methyl)piperidin-4-yl)phenyl)amino)piperidine-2,6-dione